1-benzyl-4-(3,5-difluorophenyl)piperidin-4-amine C(C1=CC=CC=C1)N1CCC(CC1)(N)C1=CC(=CC(=C1)F)F